CSC=1NC(C2=C(N1)NC(CC2C2=CC=C(C=C2)OCCC)=O)=O 2-methylthio-5-(4-propoxyphenyl)-5,6-dihydropyrido[2,3-d]pyrimidine-4,7(3H,8H)-dione